C(C)N(C1=CC=C2C=C(C(OC2=C1)=O)C1=CC=CC=C1)CC 7-(diethylamino)-3-phenyl-2H-chromen-2-one